COC(C1=C(C(=CC(=C1)Cl)CCN(C)C)OC)=O.FC1=CC(=C(C=C1)NC1=C(C(=O)NC=2C(=NC(=CC2)OC)C)C=C(C=N1)C(F)(F)F)C(C)C 2-((4-fluoro-2-isopropylphenyl)amino)-N-(6-methoxy-2-methylpyridin-3-yl)-5-(trifluoromethyl)nicotinamide methyl-5-chloro-3-(2-(dimethylamino)ethyl)-2-methoxybenzoate